ClC=1C(=NC(=C(C(=O)NC2=CC(=NC=C2)C(N)=NO)C1)N1CCC(CCC1)(F)F)C 5-chloro-2-(4,4-difluoroazepan-1-yl)-N-(2-(N'-hydroxycarbamimidoyl)pyridin-4-yl)-6-methylnicotinamide